CC1=C(C(=O)NC=2C(=NC=CC2)C2=CC(=CC=C2)C(F)(F)F)C=CC=C1 methyl-N-(2-(3-(trifluoromethyl)phenyl)pyridin-3-yl)benzamide